diisopropyl 3-amino-cyclobutane-1,1-dicarboxylate NC1CC(C1)(C(=O)OC(C)C)C(=O)OC(C)C